ClC1=NC=CC(=C1C)C#CC=1N=C(N(C1C)C=1N=NC(=CC1)C)C(=O)N 4-[2-(2-Chloro-3-methyl-4-pyridyl)ethynyl]-5-methyl-1-(6-methylpyridazin-3-yl)imidazole-2-carboxamide